(3-(trifluoromethyl)benzyl)-1H-imidazol-2-amine FC(C=1C=C(CN2C(=NC=C2)N)C=CC1)(F)F